CN(C(CCCCCCCCC)=O)C N,N-dimethyldecan-1-amide